3,5-dichloro-4-[(2-oxo-1,3,4,5-tetrahydro-1-benzazepin-7-yl)oxy]Benzene ClC=1C=CC=C(C1OC=1C=CC2=C(CCCC(N2)=O)C1)Cl